3,3,4,4,5,5,6,6,6-nonafluorohexane-1-thiol FC(CCS)(C(C(C(F)(F)F)(F)F)(F)F)F